Docosa-11,14,17-trienoic acid C(CCCCCCCCCC=CCC=CCC=CCCCC)(=O)O